CC1(CCC(CC1)(C#N)O[Si](C)(C)C)C 4,4-dimethyl-1-[(trimethylsilyl)oxy]cyclohexane-1-carbonitrile